(R)-5-(3-(ethylamino)pyrrolidin-1-yl)-N-(8-methoxy-2-methylimidazo[1,2-a]pyrazin-6-yl)pyrazine-2-carboxamide C(C)N[C@H]1CN(CC1)C=1N=CC(=NC1)C(=O)NC=1N=C(C=2N(C1)C=C(N2)C)OC